2,4-diethyl-6-p-methoxyphenyl-1,3,5-triazine C(C)C1=NC(=NC(=N1)CC)C1=CC=C(C=C1)OC